2-(4-bromo-2-chloro-5-methylphenyl)-1-(1,4-dioxaspiro[4.5]decan-8-yl)ethan-1-one BrC1=CC(=C(C=C1C)CC(=O)C1CCC2(OCCO2)CC1)Cl